C(C)NC(CC1=CC=C(C=C1)CO)=O N-ethyl-2-(4-(hydroxymethyl)phenyl)acetamide